2-amino-4-azidobutanoic acid NC(C(=O)O)CCN=[N+]=[N-]